(R)-6-(1-Hydroxyethyl)phenazine-1-carboxylic acid O[C@H](C)C1=C2N=C3C=CC=C(C3=NC2=CC=C1)C(=O)O